COC(C(=O)C=1N(C=CN1)C(C1=CC=CC=C1)(C1=CC=CC=C1)C1=CC=CC=C1)(C)C 2-methoxy-2-methyl-1-(1-(triphenylmethyl)-1H-imidazol-2-yl)propan-1-one